CC1=C(N[Li])C(=CC=C1)C 2,6-dimethylanilinolithium